2-(3-amino-4-hydroxyphenyl)-6-bromo-3,4-dihydroisoquinolin-1(2H)-one NC=1C=C(C=CC1O)N1C(C2=CC=C(C=C2CC1)Br)=O